FC=1C=CC(=NC1)OCC1N(C2CC(C1C)C2)C(=O)C=2N=C(SC2C2=CC=CC=C2)C 3-{[(5-fluoropyridin-2-yl)oxy]methyl}-4-methyl-2-(2-methyl-5-phenyl-1,3-thiazole-4-carbonyl)-2-azabicyclo[3.1.1]heptane